tert-butyl 1-propyl-2-(4-((2,2,2-trifluoroacetamido)methyl)benzoyl)hydrazine-1-carboxylate C(CC)N(NC(C1=CC=C(C=C1)CNC(C(F)(F)F)=O)=O)C(=O)OC(C)(C)C